O1CCC(CC1)CNC1=CC=C2C(=NC=NC2=C1S(=O)(=O)C(F)(F)F)NC(C1=CC=CC=C1)=O N-(7-(((tetrahydro-2H-pyran-4-yl)methyl)amino)-8-(trifluoromethanesulfonyl)quinazolin-4-yl)benzamide